ClC1=C(C(=CC=C1Cl)OC)[C@H]1C[C@H]2CC(CC(N2C1)=O)C=1NN=CC1 (2R,8aS)-2-(2,3-dichloro-6-methoxyphenyl)-7-(2H-pyrazol-3-yl)-hexahydro-1H-indolizin-5-one